5-chloro-2-fluoro-N-(pyrimidin-4-yl)-4-(((1S,2S,4S)-2-(pyrrolidin-1-yl)-4-(3-(trifluoromethoxy)-phenyl)cyclohexyl)oxy)benzenesulfonamide Formate C(=O)O.ClC=1C(=CC(=C(C1)S(=O)(=O)NC1=NC=NC=C1)F)O[C@@H]1[C@H](C[C@H](CC1)C1=CC(=CC=C1)OC(F)(F)F)N1CCCC1